C(C1=CC=CC=C1)(=O)C1=NS(C2=C1C=CC=C2)=O benzoyl-benzisothiazolinone